C(C)(C)(C)OC(N[C@H](C(=O)N1CCC2(C[C@@H](OC2=O)CCN2CCN(CC2)C2=CC=C(C=C2)F)CC1)CC)=O ((S)-1-((R)-3-(2-(4-(4-fluorophenyl)piperazin-1-yl)ethyl)-1-oxo-2-oxa-8-azaspiro[4.5]decan-8-yl)-1-oxobutan-2-yl)carbamic acid tert-butyl ester